(3-(5-Methyl-1H-imidazol-1-yl)propyl)-3-(3,4-dichlorophenyl)-2-cyanoguanidin CC1=CN=CN1CCCNC(=NC#N)NC1=CC(=C(C=C1)Cl)Cl